CN1CCN(CC1)C1CCN(CC1)C=1C=NC=2N(C1)N=CC2 6-(4-(4-methylpiperazin-1-yl)piperidin-1-yl)pyrazolo[1,5-a]pyrimidine